O=C1N(C(C(=C1SC1=CC=CC=C1)SC1=CC=CC=C1)=O)CCOCCOCCC(NCC(NCC(=O)NC(C(=O)N)CC1=CC=CC=C1)=O)=O 2-(15-(2,5-dioxo-3,4-bis(phenylthio)-2,5-dihydro-1H-pyrrol-1-yl)-4,7-dioxo-10,13-dioxa-3,6-diazapentadecanamido)-3-phenylpropaneamide